FC1=C(OC2=CC(=C(C=C2)NC(OCC=2C(=C3C(N(CC3=CC2)C2C(NC(CC2)=O)=O)=O)OC)=O)OC)C=CC(=C1)F [2-(2,6-dioxopiperidin-3-yl)-4-methoxy-3-oxo-2,3-dihydro-1H-isoindol-5-yl]methyl N-[4-(2,4-difluorophenoxy)-2-methoxyphenyl]carbamate